5-(2,6-difluorophenyl)-1-(4-methoxybenzyl)-1,6-dihydrobenzo[d]pyrazolo[3,4-f][1,3]diazepine-9-carboxylic acid FC1=C(C(=CC=C1)F)C1=NC2=C(C3=C(N1)C=CC(=C3)C(=O)O)N(N=C2)CC2=CC=C(C=C2)OC